N-((S)-4-methyl-1-oxo-1-(((S)-3-oxo-1-((S)-2-oxopyrrolidin-3-yl)-4-(trifluoromethoxy)butan-2-yl)amino)pentan-2-yl)-1H-pyrrolo[2,3-b]pyridine-3-carboxamide CC(C[C@@H](C(N[C@@H](C[C@H]1C(NCC1)=O)C(COC(F)(F)F)=O)=O)NC(=O)C1=CNC2=NC=CC=C21)C